N-[3-(azepan-1-yl)-4-(4-pyridin-4-ylpiperazine-1-carbonyl)phenyl]cyclopropanecarboxamide N1(CCCCCC1)C=1C=C(C=CC1C(=O)N1CCN(CC1)C1=CC=NC=C1)NC(=O)C1CC1